C(C)(=O)[O-].C(C)(=O)[O-].[Pb+2] lead diacetate